BrC1=C2C=CN=C(C2=CC=C1)OC(F)F 5-bromo-1-(difluoromethoxy)isoquinoline